C(C)(C)(C)C=1C=C(C=2NC3=C(C=C(C=C3C2C1)C(C)(C)C)CN(CC1=CC=CC=C1)CC1=CC=CC=C1)CN(CC1=CC=CC=C1)CC1=CC=CC=C1 1,1'-(3,6-di-tert-butyl-9H-carbazole-1,8-diyl)bis(N,N-dibenzylmethylamine)